4-(aminomethyl)-N-(4-(4-((1-isopropylpiperidin-4-yl)oxy)-3-methyl-1H-pyrazolo[3,4-d]pyrimidin-6-yl)phenyl)benzenesulfonamide NCC1=CC=C(C=C1)S(=O)(=O)NC1=CC=C(C=C1)C1=NC(=C2C(=N1)NN=C2C)OC2CCN(CC2)C(C)C